(S)-2-amino-1-(5-(2-(2-methylazetidin-1-yl)-6,7-dihydro-5H-cyclopenta[d]pyrimidin-4-yl)-1H-indazol-1-yl)ethan-1-one NCC(=O)N1N=CC2=CC(=CC=C12)C=1C2=C(N=C(N1)N1[C@H](CC1)C)CCC2